C(C)(C)(C)OCCCCCCCCCCCCOC(C)(C)C 1,12-di-tert-butoxydodecane